N'-(2,5-dimethyl-4-(4-methylbenzyl)phenyl)-N-ethyl-N-methyl-formimidamide CC1=C(C=C(C(=C1)CC1=CC=C(C=C1)C)C)N=CN(C)CC